CC1CCC(CCC1)NCC(O)C1=CC=CC=C1 α-[[(4-Methylcycloheptyl)amino]methyl]benzenemethanol